2-cyclopropyl-5-(ethylsulfonyl)-1-methyl-1H-imidazole-4-carboxylic acid tert-butyl ester C(C)(C)(C)OC(=O)C=1N=C(N(C1S(=O)(=O)CC)C)C1CC1